CC1=NC2=CC3=C(C=C2C(N1)=O)N(CC3)C(=O)[O-] 2-methyl-4-oxo-3,4,7,8-tetrahydro-6H-pyrrolo[2,3-g]quinazoline-6-carboxylate